C[N+](C)(CCCS(=O)(=O)[O-])CCCCCCCCCCCCCCCCCC.N1(CCCC1)CCCOC1=CC=C2C=CC=NC2=C1 7-{[3-(tetrahydro-1H-pyrrol-1-yl)propyl]oxy}quinoline 3-(N,N-Dimethyl-octadecylammonio)propanesulfonate